1-(difluoromethyl)-2-(1-((3-(2-fluorophenyl)-1-methyl-1H-indol-6-yl)methyl)piperidin-4-yl)-1H-benzo[d]imidazole FC(N1C(=NC2=C1C=CC=C2)C2CCN(CC2)CC2=CC=C1C(=CN(C1=C2)C)C2=C(C=CC=C2)F)F